S1N=CC(=C1)C1=NC(=CC(=N1)N1C[C@H](CC1)O)C1=CC=C(C=C1)C(F)(F)F (S)-1-(2-(isothiazol-4-yl)-6-(4-(trifluoromethyl)phenyl)pyrimidin-4-yl)pyrrolidin-3-ol